ClC1=CC=CC(=N1)C(=O)NCCNC(C)C 6-Chloro-N-(2-(isopropylamino)ethyl)picolinamide